copper (II)-oxide [Cu]=O